acetyl-antimony dibutoxide [O-]CCCC.[O-]CCCC.C(C)(=O)[Sb+2]